C(CCCCCCCCCCCCCCCCCCC)OC(C1=CC=CC=C1)=O benzoic acid arachidyl ester